2,7-dichloro-8-fluoropyrido[4,3-d]pyrimidin-4-amine ClC=1N=C(C2=C(N1)C(=C(N=C2)Cl)F)N